FC1(CN(CC1)C(=O)OC(C)(C)C)COS(=O)(=O)C1=CC=C(C)C=C1 tertbutyl 3-fluoro-3-((tosyloxy)methyl)pyrrolidine-1-carboxylate